(2S,6S*)-N-[(1S)-1-cyano-2-[4-(3-methyl-2-oxo-2,3-dihydro-1,3-benzoxazol-5-yl)phenyl]ethyl]-6-methoxy-1,4-oxazocane-2-carboxamide C(#N)[C@H](CC1=CC=C(C=C1)C=1C=CC2=C(N(C(O2)=O)C)C1)NC(=O)[C@H]1OCC[C@@H](CNC1)OC |o1:28|